(+/-)-(1R,3S,6S,8R)-7-methylenetricyclo[4.2.1.03,8]nonan-2-one C=C1[C@H]2CC[C@@H]3C([C@@H]([C@H]13)C2)=O |r|